OCN1C(N(CC1)CO)=O 1,3-Bis(hydroxymethyl)imidazolidin-2-on